hydroxyoctadecanoyl-carnitine OCCCCCCCCCCCCCCCCCC(=O)C(O)(C[N+](C)(C)C)CC([O-])=O